CO[C@H]1CN(C[C@@H]1NC(=O)NCCCCCCCCCCCCC)C=1SC(=CN1)C1=CC=C(C(=O)N2C[C@H]([C@@H](C2)C(=O)N[C@@H]2[C@H](C2)C2=CC=CC=C2)C(=O)N[C@@H]2[C@H](C2)C2=CC=CC=C2)C=C1 (3S,4S)-1-(4-(2-((3S,4S)-3-methoxy-4-(3-tridecylureido)pyrrolidin-1-yl)thiazol-5-yl)benzoyl)-N3,N4-bis((1S,2R)-2-phenylcyclopropyl)pyrrolidine-3,4-dicarboxamide